F[C@@H]1CN(CC[C@@H]1NC1=C2C=C(N(C2=CC=C1)CC(F)(F)F)C#CCNC1=C(C=C(C(=O)O)C=C1)OC)C(C)C 4-{[3-(4-{[(3R,4S)-3-fluoro-1-(propan-2-yl)piperidin-4-yl]amino}-1-(2,2,2-trifluoroethyl)-1H-indol-2-yl)prop-2-yn-1-yl]amino}-3-methoxybenzoic acid